C(=CCCC(=O)O)C(=O)O 1,4-butenedicarboxylic acid